N-(2-chloro-6-methylphenyl)-2-((6-(4-(6-((2-(2,6-dioxopiperidin-3-yl)-1-oxoisoindolin-4-yl)amino)-6-oxohexanoyl)piperazin-1-yl)-2-methylpyrimidin-4-yl)amino)thiazole-5-carboxamide ClC1=C(C(=CC=C1)C)NC(=O)C1=CN=C(S1)NC1=NC(=NC(=C1)N1CCN(CC1)C(CCCCC(=O)NC1=C2CN(C(C2=CC=C1)=O)C1C(NC(CC1)=O)=O)=O)C